(R)-(-)-alpha-methoxyphenyl-acetic acid COC(C1=CC=CC=C1)C(=O)O